C(C)(=O)C1=NN(C2=CC=C(C=C12)C=1C=NC(=NC1)C)CC(=O)N1[C@@H]([C@@H]2C[C@@H]2C1)C(=O)NC1=NN(C=C1)CC(F)(F)F (1R,2S,5S)-3-(2-(3-acetyl-5-(2-methylpyrimidin-5-yl)-1H-indazol-1-yl)acetyl)-N-(1-(2,2,2-trifluoroethyl)-1H-pyrazol-3-yl)-3-azabicyclo[3.1.0]hex-ane-2-carboxamide